(2R)-1-tert-butyl 2-methyl 4-(5-(benzyloxy)-4-(1,3-dioxoisoindolin-2-yl)-3,3-dimethyl-5-oxopentyl)piperazine-1,2-dicarboxylate C(C1=CC=CC=C1)OC(C(C(CCN1C[C@@H](N(CC1)C(=O)OC(C)(C)C)C(=O)OC)(C)C)N1C(C2=CC=CC=C2C1=O)=O)=O